(S)-2-chloro-N-(7-(8-ethyl-2-(piperidin-3-ylamino)quinazolin-6-yl)thieno[3,2-d]pyrimidin-4-yl)benzenesulfonamide ClC1=C(C=CC=C1)S(=O)(=O)NC=1C2=C(N=CN1)C(=CS2)C=2C=C1C=NC(=NC1=C(C2)CC)N[C@@H]2CNCCC2